5-(3-(2,2-difluoro-3,3-dimethylbutoxy)-1H-pyrazol-1-yl)-6-(2-isopropylphenyl)pyrazin-2-amine FC(COC1=NN(C=C1)C=1N=CC(=NC1C1=C(C=CC=C1)C(C)C)N)(C(C)(C)C)F